Br.N1CC(CC1)C=1C(=NSC1)O 4-(3-pyrrolidinyl)-3-hydroxyisothiazole hydrobromide